C[NH+](C)CCO N,N-dimethyl-(2-hydroxyethyl)ammonium